BrCC=1C=CC(=NC1)COC1=C(C(N(N=C1)C(C)(C)C)=O)Cl 5-((5-(bromomethyl)pyridin-2-yl)methoxy)-2-(tert-butyl)-4-chloropyridazin-3(2H)-one